N[C@H]1C2N(CC1CC2)C(=O)C2=CC1=C(N(C(=N1)C1=CC=3C(=NC(=CC3)C3=CC(=C(C(=O)N)C=C3F)C)N1CC1CC1)C)C(=C2)OC 4-(2-{5-[(7R)-7-amino-2-azabicyclo[2.2.1]heptane-2-carbonyl]-7-methoxy-1-methyl-1H-1,3-benzodiazol-2-yl}-1-(cyclopropylmethyl)-1H-pyrrolo[2,3-b]pyridin-6-yl)-5-fluoro-2-methylbenzamide